NC1=CC=C(C=C1)C(C#N)C 2-(4-aminophenyl)propionitrile